FC1=C(C(=CC(=C1F)F)F)[B-](C1=C(C(=C(C=C1F)F)F)F)(C1=C(C(=C(C=C1F)F)F)F)C1=C(C(=C(C=C1F)F)F)F.C(C)[NH+](CC)CC Triethylammonium tetrakis(2,3,4,6-tetrafluorophenyl)borate